C(CC)[N+](CCCCCC)(CCCCCC)CCC N,N-dipropyl-N,N-dihexylammonium